2-((tri(hydroxymethyl)methyl)amino)ethanesulfonic acid OCC(CO)(CO)NCCS(=O)(=O)O